3-(bromomethyl)-thiophene BrCC1=CSC=C1